CN(C(=O)[C@H]1N(C(N(C1)C(=O)OC(C)(C)C)=O)C1=NC(=CC(=C1)C(F)(F)F)C)C1=CC=C2C=NN(C2=C1)C (S)-tert-butyl 4-(methyl(1-methyl-1H-indazol-6-yl)carbamoyl)-3-(6-methyl-4-(trifluoromethyl)pyridin-2-yl)-2-oxoimidazolidine-1-carboxylate